NC1=NC(=CC(=N1)N1CCC2(C[C@H](NC2)C(=O)O)CC1)O[C@@H](C(F)(F)F)C1=C(C=CC(=C1)\C=C\C)N1N=C(C=C1)C (S)-8-(2-amino-6-((R)-2,2,2-trifluoro-1-(2-(3-methyl-1H-pyrazol-1-yl)-5-((E)-prop-1-en-1-yl)phenyl)ethoxy)pyrimidin-4-yl)-2,8-diazaspiro[4.5]decane-3-carboxylic acid